BrC1=CC=2C(OCC3=NN(C=C3C3=CC(=C(C(NS(C(=C1O)C2)(=O)=O)=C3)OC)F)C(F)F)=O 12-bromo-4-(difluoromethyl)-19-fluoro-13-hydroxy-18-methoxy-15,15-dioxo-8-oxa-15λ6-thia-4,5,16-triazatetracyclo[15.3.1.110,14.02,6]docosa-1(20),2,5,10(22),11,13,17(21),18-octaen-9-one